2-Chloro-9-(tetrahydro-2H-pyran-4-yl)-7,9-dihydro-8H-purin-8-one ClC1=NC=C2NC(N(C2=N1)C1CCOCC1)=O